1-N'-(4-fluorophenyl)-1-N-[4-[7-methoxy-6-(5-methylfuran-2-yl)quinolin-4-yl]oxyphenyl]cyclopropane-1,1-dicarboxamide FC1=CC=C(C=C1)NC(=O)C1(CC1)C(=O)NC1=CC=C(C=C1)OC1=CC=NC2=CC(=C(C=C12)C=1OC(=CC1)C)OC